OC(C#CC=1C2=C(C(N(C1)C)=O)NC(=C2C(=O)OC(C(C)C)C)C)(C)C 1,2-dimethylpropyl 4-(3-hydroxy-3-methyl-but-1-ynyl)-2,6-dimethyl-7-oxo-1H-pyrrolo[2,3-c]pyridine-3-carboxylate